N-[1-(1,3,4-thiadiazol-2-yl)piperidin-4-yl]-4-(furo[3,2-c]pyridin-4-yl)benzamide S1C(=NN=C1)N1CCC(CC1)NC(C1=CC=C(C=C1)C1=NC=CC2=C1C=CO2)=O